(1S,2R)-2-((R)-2'-cyclopentyl-2'-hydroxy-2'-phenylacetoxy)-7,7-dimethyl-7-azoniabicyclo[2.2.1]heptane bromide [Br-].C1(CCCC1)[C@](C(=O)O[C@H]1[C@@H]2CCC(C1)[N+]2(C)C)(C2=CC=CC=C2)O